N1(CCNCC1)CC1=CC=C(C=C1)C1C(NC(CC1)=O)=O 3-(4-(piperazin-1-ylmethyl)phenyl)piperidine-2,6-dione